ClC=1C=C2C(C(COC2=C(C1)F)[N+](=O)[O-])C 6-chloro-8-fluoro-4-methyl-3-nitrochromane